4-ACETYL-2-METHYL-BENZONITRILE C(C)(=O)C1=CC(=C(C#N)C=C1)C